FC=1C=C2NC=CC2=C2CCS(CCCCCCC(C3=CN=C(C=4C(=CC=C(OC12)C4)F)N3)C=3C=C(C=CC3)CCC(=O)OCC)(=O)=O Ethyl 3-[3-(23,29-difluoro-13,13-dioxo-25-oxa-13λ6-thia-3,20,31-triazapentacyclo[24.3.1.12,5.016,24.017,21]hentriaconta-1(30),2,4,16,18,21,23,26,28-nonaen-6-yl)phenyl]propanoate